C(C1=CC=CC=C1)O[C@@H](CCOC[C@@H](OC1=NC(=CN=C1)Cl)C)C 2-[(1S)-2-[(3R)-3-benzyloxybutoxy]-1-methyl-ethoxy]-6-chloro-pyrazine